(R)-tert-butyl 4-(4-(4-(6-methyl-4-oxo-4,5,6,7-tetrahydro-1H-pyrrolo[3,2-c]pyridin-2-yl)pyridin-2-yl)phenyl)piperazine-1-carboxylate C[C@@H]1CC2=C(C(N1)=O)C=C(N2)C2=CC(=NC=C2)C2=CC=C(C=C2)N2CCN(CC2)C(=O)OC(C)(C)C